2-cyano-5-methyl-1-tosyl-1H-indole-7-sulfonyl chloride C(#N)C=1N(C2=C(C=C(C=C2C1)C)S(=O)(=O)Cl)S(=O)(=O)C1=CC=C(C)C=C1